N-(4-(4-amino-1-isopropyl-7-(4(S)-(oxetan-3-ylamino)cyclohex-1-en-1-yl)-1H-pyrazolo[4,3-c]pyridin-3-yl)-2-fluorophenyl)-2-fluoro-5-toluenesulfonamide NC1=NC=C(C2=C1C(=NN2C(C)C)C2=CC(=C(C=C2)NS(=O)(=O)C=2C=CC(=C(C)C2)F)F)C2=CC[C@H](CC2)NC2COC2